O=C1N[C@H]2[C@@H](OC1)CCN(C2)C(=O)N2CCC(CC2)C(C=2C=C(OCCNC(OC(C)(C)C)=O)C=CC2)C2=CC=CC=C2 tert-Butyl (2-(3-((1-((4aR,8aS)-3-oxooctahydro-2H-pyrido[4,3-b][1,4]oxazine-6-carbonyl)piperidin-4-yl)(phenyl)methyl)phenoxy) ethyl)carbamate